tert-butyl (E)-2-(dimethylcarbamoyloxy)-5-methoxy-3,3-dimethyl-pent-4-enoate CN(C(=O)OC(C(=O)OC(C)(C)C)C(\C=C\OC)(C)C)C